9-[(2R,3R,4S,5S)-3,4-dihydroxy-5-(hydroxymethyl)-5-(triisopropylsilyloxymethyl)-tetra-hydrofuran-2-yl]-1H-purin-6-one O[C@H]1[C@@H](O[C@]([C@H]1O)(CO[Si](C(C)C)(C(C)C)C(C)C)CO)N1C=2N=CNC(C2N=C1)=O